2-[4-tert-Butyl-2-(4-fluoro-2-methoxy-phenoxy)-6-methyl-phenyl]-3-vinyl-1H-quinolin-4-one C(C)(C)(C)C1=CC(=C(C(=C1)C)C=1NC2=CC=CC=C2C(C1C=C)=O)OC1=C(C=C(C=C1)F)OC